O[C@]1(C[C@H]2CC[C@H]3[C@@H]4CCC(=C[C@]4(CC[C@@H]3[C@H]2CC1)C)C(C)=O)C 1-((4aS,4bR,6aR,8R,10aS,10bR,12aS)-8-hydroxy-8,12a-dimethyl-3,4,4a,4b,5,6,6a,7,8,9,10,10a,10b,11,12,12a-hexadecahydrochrysen-2-yl)ethan-1-one